C(C)(=O)OC[C@H](NC([C@@H](NC(=O)C=1N=C(SC1)N1CCC(CC1)CNC(CCCCCCl)=O)CO[Si](C)(C)C(C)(C)C)=O)C(=O)OC Methyl O-acetyl-N-(O-(tert-butyldimethylsilyl)-N-(2-(4-((6-chlorohexanamido)methyl) piperidin-1-yl)thiazole-4-carbonyl)-L-seryl)-L-serinate